FC1=C(N)C=CC(=C1COC=1C=C2C(=NC1)N(N=C2CC(F)(F)F)COCC[Si](C)(C)C)F 2,4-difluoro-3-([[3-(2,2,2-trifluoroethyl)-1-[[2-(trimethylsilyl)ethoxy]methyl]pyrazolo[3,4-b]pyridin-5-yl]oxy]methyl)aniline